5-cyclopropylpyrazolo[1,5-a]pyrimidine-7-carboxylic acid C1(CC1)C1=NC=2N(C(=C1)C(=O)O)N=CC2